(E)-2-(2-(2-oxo-2,3-dihydro-1H-benzo[b][1,4]diazepin-4-yl)phenoxy)acetamide O=C1C\C(=N/C2=C(N1)C=CC=C2)\C2=C(OCC(=O)N)C=CC=C2